2-[(6-methoxy-4-oxo-3H-quinazolin-2-yl)methyl]-3,4-dihydro-1H-isoquinolin COC=1C=C2C(NC(=NC2=CC1)CN1CC2=CC=CC=C2CC1)=O